N[C@H](C(=O)N1C(C(CC1)C(C)C)C(=O)O)C(C)(C)C 1-[(2S)-2-amino-3,3-dimethyl-butanoyl]-3-isopropyl-pyrrolidine-2-carboxylic acid